tert-butyl N-[(1R)-2-acetamido-1-[3-(3-fluorophenyl)-1,2,4-oxadiazol-5-yl]ethyl]carbamate C(C)(=O)NC[C@H](C1=NC(=NO1)C1=CC(=CC=C1)F)NC(OC(C)(C)C)=O